C(CCCCCCCCCCCCC(C)C)OCCCCCCCCCCCCCC(C)C isohexadecylether